CN(CCOC1=CC=C(C=C1)NC=1N=CC2=C(N1)N=C(C=C2C#C)N2C(N(CC21CCCC1)C)=O)C 1-[2-({4-[2-(Dimethylamino)ethoxy]phenyl}amino)-5-ethynylpyrido[2,3-d]pyrimidin-7-yl]-3-methyl-1,3-diazaspiro[4.4]nonan-2-one